4-(8-(cyclopropylsulfonyl)-3,8-diazabicyclo[3.2.1]oct-3-yl)-6-(1-methyl-1H-pyrazol-4-yl)pyrrolo[2,1-f][1,2,4]triazine C1(CC1)S(=O)(=O)N1C2CN(CC1CC2)C2=NC=NN1C2=CC(=C1)C=1C=NN(C1)C